phenyl-N-(2-cyanobenzyl)-1,2-dimethyl-N-(1-(tetrahydro-2H-pyran-2-yl)-1H-indazol-5-yl)-1H-pyrrole-3-carboxamide C1(=CC=CC=C1)C=1C(=C(N(C1)C)C)C(=O)N(C=1C=C2C=NN(C2=CC1)C1OCCCC1)CC1=C(C=CC=C1)C#N